C(C)(C)(C)OC(C(CCOC)N1C(C=C(C(=C1)OC)C1=C(C=CC(=C1)Cl)C1=NOC=C1)=O)=O 2-{4-[5-chloro-2-(1,2-oxazol-3-yl)phenyl]-5-methoxy-2-oxopyridin-1(2H)-yl}-4-methoxybutyric acid tert-butyl ester